FC=1C(=C(C(=O)O)C(=CC1F)C#C[Si](C)(C)C)NC1=C(C=C(C=C1)I)F 3,4-Difluoro-2-[(2-fluoro-4-iodophenyl)amino]-6-[2-(trimethylsilyl)ethynyl]benzoic acid